[C@@H]1(C[C@H](CCC1)NC(OC(C)(C)C)=O)NC(OCC1=CC=CC=C1)=O Benzyl Tert-butyl (1R,3S)-cyclohexane-1,3-diylbiscarbamate